COS(=O)(=O)C1=NN(N=C1)C 2-methyl-2H-1,2,3-triazole-4-sulfonic acid methyl ester